BrC=1C2=C(C(=NC1)N(C(=O)OC(C)(C)C)C(=O)OC(C)(C)C)COC2 7-bromo-N,N-bis(tert-butyloxycarbonyl)-1,3-dihydrofurano[3,4-c]pyridin-4-amine